3-bromo-7-((4-methoxybenzyl)(methyl)amino)-1,6-naphthyridin-2(1H)-one BrC=1C(NC2=CC(=NC=C2C1)N(C)CC1=CC=C(C=C1)OC)=O